6-(6-(difluoromethyl)pyridin-2-yl)-N2-isopropyl-N4-(3-(methylsulfonyl)phenyl)-1,3,5-triazine-2,4-diamine FC(C1=CC=CC(=N1)C1=NC(=NC(=N1)NC(C)C)NC1=CC(=CC=C1)S(=O)(=O)C)F